ClC=1C=NC=CC1C(O)C=1N=CN(C1)COCC[Si](C)(C)C (3-Chloropyridin-4-yl)(1-((2-(trimethylsilyl)ethoxy)methyl)-1H-imidazol-4-yl)methanol